FC1=C(C(N)=N)C=C(C=C1)OC=1C(=C2C=CN(C2=CC1F)S(=O)(=O)C1=CC=C(C)C=C1)CCS(=O)(=O)C 2-fluoro-5-((6-fluoro-4-(2-(methylsulfonyl)ethyl)-1-tosyl-1H-indol-5-yl)oxy)benzimidamide